ClC=1C(=C(C=CC1F)[C@H](NC(=O)[C@H]1NC(NC1)=O)C1CCN(CC1)C1(CC1)C(F)(F)F)F |&1:8| (S)-N-((R and S)-(3-chloro-2,4-difluorophenyl)(1-(1-(trifluoromethyl)cyclopropyl)-piperidin-4-yl)methyl)-2-oxoimidazolidine-4-carboxamide